Diphenyl-1,3-butadien C1(=CC=CC=C1)C(C(=C)C1=CC=CC=C1)=C